5-(4-cyclopropyl-6-methoxy-pyrimidin-5-yl)-3-[[4-[5-ethoxy-3-(trifluoromethyl)pyrazol-1-yl]phenyl]methyl]-1H-pyrazolo[4,3-d]pyrimidine C1(CC1)C1=NC=NC(=C1C=1N=CC2=C(N1)C(=NN2)CC2=CC=C(C=C2)N2N=C(C=C2OCC)C(F)(F)F)OC